N1C=CC=2C1=NC=C(C2)N 1H-pyrrolo[2,3-b]pyridin-5-ylamine